FC1([C@H](C1)C(=O)NC=1SC2=C(C1C(=O)OCC)C[C@H](CC2)NC(NC=2N(N=C(C2)C(F)F)C)=S)F ethyl (5S)-2-[[(1R)-2,2-difluorocyclopropanecarbonyl]amino]-5-[[5-(difluoromethyl)-2-methyl-pyrazol-3-yl]carbamothioylamino]-4,5,6,7-tetrahydrobenzothiophene-3-carboxylate